FC1=CC=C(C=C1)C#CCN1C=CC2=CC=C(C=C12)C 1-(3-(4-fluorophenyl)prop-2-yn-1-yl)-6-methyl-1H-indole